N1=C(C=CC(=C1)O)O pyridine-2,5-diol